CC1=C(C=CC=C1C)N1CCN(CC1)C(CN1N=C(C=2CCCCC12)C(=O)N1C[C@H]([C@@H](CC1)O)F)=O 1-(4-(2,3-Dimethylphenyl)piperazin-1-yl)-2-(3-((3R,4R)-3-fluoro-4-hydroxypiperidin-1-carbonyl)-4,5,6,7-tetrahydro-1H-indazol-1-yl)ethanon